5-fluoro-N-(3-fluoro-2-methylphenyl)-4-(3-oxo-5,6-dihydro-3H-[1,2,4]triazolo[3,4-c][1,4]oxazin-2(8H)-yl)-2-{[(2S)-1,1,1-trifluoropropan-2-yl]oxy}benzamide FC=1C(=CC(=C(C(=O)NC2=C(C(=CC=C2)F)C)C1)O[C@H](C(F)(F)F)C)N1N=C2COCCN2C1=O